6-[3-chloro-4-(2-hydroxyethoxy)-5-methylphenyl]-5-methyl-4,5-dihydro-2H-pyridazin-3-one ClC=1C=C(C=C(C1OCCO)C)C=1C(CC(NN1)=O)C